tertiary butyl furfuryl ether C(C1=CC=CO1)OC(C)(C)C